tert-butyl 2-(3-(4-chloro-2-fluorophenyl)-3-oxoprop-1-yn-1-yl)pyrrolidine-1-carboxylate ClC1=CC(=C(C=C1)C(C#CC1N(CCC1)C(=O)OC(C)(C)C)=O)F